1-heptyl-3-ethylpyrrolidinium fluoride salt [F-].C(CCCCCC)[NH+]1CC(CC1)CC